N[C@@H](CCCCNC(OC(C)(C)C)=O)CO tert-butyl (S)-(5-amino-6-hydroxyhexyl)carbamate